ClC=1C=C(C=CC1)N1N=CC(=C1)[C@@H](C(=O)NC1=CC(=NN1)C1CC1)C (S)-2-(1-(3-chlorophenyl)-1H-pyrazol-4-yl)-N-(3-cyclopropyl-1H-pyrazol-5-yl)propanamide